C(C)(C)(C)OC(=O)N[C@H](C(=O)OC(C(C)C1=NC=C(C=C1Cl)Cl)C)C [2-(3,5-dichloro-2-pyridyl)-1-methyl-propyl] (2S)-2-(tert-butoxycarbonylamino)propanoate